C(C)(=O)NC(N(CC(=O)O)C)=N N-acetylcreatine